3-[[(1S)-1-Carboxy-2-phenylethyl]carbamoyl]-5-chloro-2-hydroxy-6-[(2S)-2-hydroxypropyl]benzoic acid C(=O)(O)[C@H](CC1=CC=CC=C1)NC(=O)C=1C(=C(C(=O)O)C(=C(C1)Cl)C[C@H](C)O)O